tert-butyl (R)-2-(2-(4-((7-azidoheptyl)oxy)phenyl)-5-((1-(dibenzo[b,d]furan-2-yl)ethyl)amino)-6-oxopyrimidin-1(6H)-yl)acetate N(=[N+]=[N-])CCCCCCCOC1=CC=C(C=C1)C=1N(C(C(=CN1)N[C@H](C)C1=CC2=C(OC3=C2C=CC=C3)C=C1)=O)CC(=O)OC(C)(C)C